CN([C@@H](C(=O)N1[C@H]2[C@H](N(C[C@@H]1CC2)C(N(C2=CC=CC=C2)C2=CC=CC=C2)=O)C(=O)O)CC2=CC=CC=C2)C (1R,2S,5S)-8-((R)-2-(dimethylamino)-3-phenylpropionyl)-3-(diphenylcarbamoyl)-3,8-diazabicyclo[3.2.1]octane-2-carboxylic acid